1-but-3-enyltin C(CC=C)[Sn]